methylenebis(4-t-butyl-2-oxazolin) C(C=1OCC(N1)C(C)(C)C)C=1OCC(N1)C(C)(C)C